ClC1=C(C=C(C=C1)OC)C=1C=C2CCC(C(C2=CC1)NC(O[C@@H]1CN2CCC1CC2)=O)(C)C (S)-quinuclidin-3-yl (6-(2-chloro-5-methoxyphenyl)-2,2-dimethyl-1,2,3,4-tetrahydronaphthalen-1-yl)carbamate